NC1=NC=CC(=C1Cl)SC1=C(C=C(C(=N1)CO)N1CCC(CC1)(C)NC(OC(C)(C)C)=O)C tert-butyl (1-(6-((2-amino-3-chloropyridin-4-yl)thio)-2-(hydroxymethyl)-5-methylpyridin-3-yl)-4-methylpiperidin-4-yl)carbamate